N2-(((9H-fluoren-9-yl)methoxy)carbonyl)-N6-((S)-5-(tert-butoxy)-5-oxo-4-palmitamidopentanoyl)-L-lysine C1=CC=CC=2C3=CC=CC=C3C(C12)COC(=O)N[C@@H](CCCCNC(CC[C@@H](C(=O)OC(C)(C)C)NC(CCCCCCCCCCCCCCC)=O)=O)C(=O)O